(M)-1-(6-(4-(5-chloro-1,6-dimethyl-1H-indazol-7-yl)-3-fluoro-7-(3-oxetanyl)-5,6,7,8-tetrahydro-1,7-naphthyridin-2-yl)-2,6-diazaspiro[3.4]octan-2-yl)-2-propen-1-one ClC=1C=C2C=NN(C2=C(C1C)C1=C(C(=NC=2CN(CCC12)C1COC1)N1CC2(CN(C2)C(C=C)=O)CC1)F)C